2,2,6,6-tetramethylpyridinium CC1([NH2+]C(C=CC1)(C)C)C